C(CCCC)OC(CCCC)=O pentylvalerate